(Z)-3-(benzo[d]thiazol-2-yl)-4-(3-methoxy-4-((3-(trifluoromethyl)benzyl)oxy)phenyl)but-3-enoic acid S1C(=NC2=C1C=CC=C2)\C(\CC(=O)O)=C/C2=CC(=C(C=C2)OCC2=CC(=CC=C2)C(F)(F)F)OC